1,2-dipiperidinoethane N1(CCCCC1)CCN1CCCCC1